NCC[C@H](C(=O)NCC1=CC(=C(C=C1)Cl)Cl)N1C([C@H]2N(C(CC1)CCC1=CC=CC=C1)C[C@@H](C2)NC(OC(C)(C)C)=O)=O tert-butyl ((8R,9aS)-2-((R)-4-amino-1-((3,4-dichlorobenzyl)amino)-1-oxobutan-2-yl)-1-oxo-5-phenethyloctahydro-1H-pyrrolo[1,2-a][1,4]diazepin-8-yl)carbamate